C1(CC1)N1N=CC(=C1)C1=CC(=NC2=C(N=CC=C12)C1=CC=NN1)N1[C@@H](COCC1)C 4-(1-cyclopropyl-1H-pyrazol-4-yl)-2-[(3R)-3-methylmorpholin-4-yl]-8-(1H-pyrazol-5-yl)-1,7-naphthyridine